C(C1=CC=CC=C1)N1CCO[Si]12OCCN2CC2=CC=CC=C2 4,9-dibenzyl-1,6-dioxa-4,9-diaza-5-sila-spiro[4.4]nonane